CC1=C(C(=CC=2C=3N(CCOC21)C=NC3)C(=O)NC3CCC(CC3)OCC(F)(F)F)C 8,9-dimethyl-N-(4-(2,2,2-trifluoroethoxy)cyclohexyl)-5,6-dihydrobenzo[f]imidazo[1,5-d][1,4]oxazepine-10-carboxamide